(E)-N-(3,4-difluoro-2,6-dimethylphenyl)-3-(2-oxoindol-6-yl)acrylamide FC=1C(=C(C(=CC1F)C)NC(\C=C\C=1C=CC2=CC(N=C2C1)=O)=O)C